(1-methylcyclopropyl)-2-(1H-pyrazol-5-yl)pyrido[3,4-d]pyrimidin-4-amine CC1(CC1)C1=CN=CC=2N=C(N=C(C21)N)C2=CC=NN2